2-(3,5-di-tert-butylphenyl)-3-(ethylsulfonyl)-5-fluoro-3H-imidazole C(C)(C)(C)C=1C=C(C=C(C1)C(C)(C)C)C1=NC(=CN1S(=O)(=O)CC)F